N-(3-(N-(tert-butyl)sulfamoyl)phenyl)-6-(((1S,3S)-3-hydroxycyclopentyl)amino)-2-(6-azaspiro[2.5]octan-6-yl)nicotinamide C(C)(C)(C)NS(=O)(=O)C=1C=C(C=CC1)NC(C1=C(N=C(C=C1)N[C@@H]1C[C@H](CC1)O)N1CCC2(CC2)CC1)=O